tert-butyl 4-(2-((5-(7-cyano-4-methyl-6-(1-methyl-1H-pyrazol-4-yl)-3,4-dihydroquinoxalin-1(2H)-yl)-1,3-dimethyl-2-oxo-1,2-dihydroquinolin-7-yl)oxy)ethyl)piperazine-1-carboxylate C(#N)C1=C(C=C2N(CCN(C2=C1)C1=C2C=C(C(N(C2=CC(=C1)OCCN1CCN(CC1)C(=O)OC(C)(C)C)C)=O)C)C)C=1C=NN(C1)C